3-fluoro-N-(2-(3-methyl-5-((1R,3R)-3-methyl-2-(2,2,2-trifluoroethyl)-2,3,4,9-tetrahydro-1H-pyrido[3,4-b]indol-1-yl)phenoxy)ethyl)propan-1-amine FCCCNCCOC1=CC(=CC(=C1)[C@H]1N([C@@H](CC2=C1NC1=CC=CC=C21)C)CC(F)(F)F)C